5-bromo-2-(trifluoromethyl)isonicotinic acid BrC1=CN=C(C=C1C(=O)O)C(F)(F)F